BrC1=CC=CC(=N1)NC(=O)[C@H]1NC[C@@](C1)(F)CO[Si](C)(C)C(C)(C)C (2S,4R)-N-(6-bromopyridin-2-yl)-4-(((tertbutyldimethylsilyl)oxy)methyl)-4-fluoropyrrolidine-2-carboxamide